(2S)-2-[[3-(chloromethyl)benzoyl]amino]-3-phenylpropanoic acid ClCC=1C=C(C(=O)N[C@H](C(=O)O)CC2=CC=CC=C2)C=CC1